N1(CCC1)C1C(CN(CC1)CC=1SC=2N=C(N=C(C2N1)N1CCOCC1)N1N=C(C=C1)C=1C=C(C=CC1)C)F 4-(2-((4-(azetidin-1-yl)-3-fluoropiperidin-1-yl)methyl)-5-(3-(m-tolyl)-1H-pyrazol-1-yl)thiazolo[5,4-d]pyrimidin-7-yl)morpholine